(3-chloro-2-fluoro-phenyl)-7-methoxy-6-(4-piperidylsulfanyl)quinazolin-4-amine ClC=1C(=C(C=CC1)C1=NC2=CC(=C(C=C2C(=N1)N)SC1CCNCC1)OC)F